2,2-dimethyl-4-(pyrrolidin-1-yl)-2,3-dihydropyridine CC1(N=CC=C(C1)N1CCCC1)C